5-(6-(((S)-1-cyclopropylethyl)amino)-4-(trifluoromethyl)pyridin-3-yl)-4-((S)-4,4-difluoro-2-methylpyrrolidine-1-carbonyl)-N-((S)-3-hydroxy-3-methylbut-2-yl)thiazole-2-carboxamide C1(CC1)[C@H](C)NC1=CC(=C(C=N1)C1=C(N=C(S1)C(=O)N[C@@H](C)C(C)(C)O)C(=O)N1[C@H](CC(C1)(F)F)C)C(F)(F)F